1-((trans)-3-(8-chloro-4-(3-(dimethylamino)azetidin-1-yl)-6-fluoro-7-(3-hydroxynaphthalen-1-yl)-1H-imidazo[4,5-c]quinolin-1-yl)-4-methoxypyrrolidin-1-yl)prop-2-en-1-one ClC1=CC=2C3=C(C(=NC2C(=C1C1=CC(=CC2=CC=CC=C12)O)F)N1CC(C1)N(C)C)N=CN3[C@@H]3CN(C[C@H]3OC)C(C=C)=O